ammonium S-(carboxymethyl)-L-cysteine monohydrate O.C(=O)(O)CSC[C@H](N)C(=O)O.[NH4+]